C(C1=CC=CC=C1)C1N=C(OC(C1)(C)C)C=1C=NC2=C(C(=CC=C2C1)Cl)F 4-benzyl-2-(7-chloro-8-fluoro-3-quinolyl)-6,6-dimethyl-4,5-dihydro-1,3-oxazine